C[C@H](CC(=O)O)CCCC (S)-3-methylheptanoic acid